C1(CCCC1)N1C(=CC2=C1N=C(N=C2)NC2=NC=C(C=C2)N2CCN(CC2)CC2=CC(=NC=C2)N2C(NC(CC2)=O)=O)C(=O)N(C)C 7-cyclopentyl-2-((5-(4-((2-(2,4-dioxotetrahydropyrimidin-1(2H)-yl)pyridin-4-yl)methyl)piperazin-1-yl)pyridin-2-yl)amino)-N,N-dimethyl-7H-pyrrolo[2,3-d]pyrimidine-6-carboxamide